5-(1-methylcyclopropoxy)-1-(tetrahydro-2H-pyran-2-yl)-3-(4,4,5,5-tetramethyl-1,3,2-dioxaborolan-2-yl)-1H-indazole CC1(CC1)OC=1C=C2C(=NN(C2=CC1)C1OCCCC1)B1OC(C(O1)(C)C)(C)C